1-(4-Bromophenyl)-5-fluoro-6-(methoxymethoxy)-4-(trifluoromethyl)-1H-indazole BrC1=CC=C(C=C1)N1N=CC2=C(C(=C(C=C12)OCOC)F)C(F)(F)F